ClC=1N=CC2=C(N1)CCC(N2C)=O 2-Chloro-5-methyl-7,8-dihydropyrido[3,2-d]pyrimidin-6(5H)-one